C1OCOCC12COCOC2 2,4,8,10-tetra-oxaspiro[5.5]undecane